C1(CC1)C1=NNC(=N1)C1CC2(CN(C2)C(=O)N2CC3(C2)CN(C3)CC3=CN=C(S3)C(F)(F)F)C1 [6-(3-cyclopropyl-1H-1,2,4-triazol-5-yl)-2-azaspiro[3.3]heptan-2-yl]-[6-[[2-(trifluoromethyl)thiazol-5-yl]methyl]-2,6-diazaspiro[3.3]heptan-2-yl]methanone